ethyl (1R,9R,16R,17R,18S,21R)-17-hydroxy-2,12-diazahexacyclo[14.2.2.19,12.01,9.03,8.016,21]henicosa-3,5,7,14-tetraene-18-carboxylate O[C@H]1[C@@]23C=CCN4CC[C@@]5(C6=CC=CC=C6N[C@@]5([C@@H]1C(=O)OCC)CC2)[C@@H]43